BrCCN(C)C 2-bromo-N,N-dimethyl-ethylamine